5-imino-4-tridecyl-13-pentyl-1-oxa-4,6-diazatridecane-2,7-dione N=C(N(CC(O)=O)CCCCCCCCCCCCC)NC(CCCCCCCCCCC)=O